3-(cyanomethyl)-N-cyclopentyl-N,5-dimethyl-1H-indole-2-carboxamide C(#N)CC1=C(NC2=CC=C(C=C12)C)C(=O)N(C)C1CCCC1